C1(CC1)C1=NC=C(C(=C1)C1=CC(=NN1COCC[Si](C)(C)C)C(=O)OC)F methyl 5-(2-cyclopropyl-5-fluoropyridin-4-yl)-1-{[2-(trimethylsilyl)ethoxy]methyl}pyrazole-3-carboxylate